CC1(OCCC1)C 2,2-dimethyltetrahydrofuran